C(C)C(CCCC)C=1OCCCN1 2-(ethylpentyl)-4,5-dihydro-1,3-oxazine